C1CCC2=C(C=3CCCC3C=C12)NC(=O)NS(=O)(=N)C1=CC2=C(B(OC2O)O)C=C1 N-((1,2,3,5,6,7-hexahydro-s-indacen-4-yl)carbamoyl)-1,3-dihydroxy-1,3-dihydrobenzo[c][1,2]oxaborole-5-sulfonimidamide